FC(C1=CC=C(C=C1)S(=O)(=O)N1NCCC1)(F)F N'-((4-(trifluoromethyl)phenyl)sulfonyl)-4,5-dihydro-1H-pyrazole